C1(=CC=CC=C1)C1(N(C1)CCC=1SC=CC1)C1=CC=CC=C1 2,2-Diphenyl-1-(2-(thien-2-yl)ethyl)aziridine